N-(3-(((7-(1H-Pyrazol-4-yl)-2,3-dihydrofuro[3,2-c]pyridin-4-yl)amino)methyl)phenyl)-5-(pyrrolidin-1-ylmethyl)thiazol-2-carboxamid N1N=CC(=C1)C=1C2=C(C(=NC1)NCC=1C=C(C=CC1)NC(=O)C=1SC(=CN1)CN1CCCC1)CCO2